methyl 4-[3-[9-(4-tert-butoxycarbonylphenyl)-1-oxa-4,9-diazaspiro[5.5]undec-4-yl] cyclobutoxy]-2-methoxy-benzoate C(C)(C)(C)OC(=O)C1=CC=C(C=C1)N1CCC2(CN(CCO2)C2CC(C2)OC2=CC(=C(C(=O)OC)C=C2)OC)CC1